COC(=O)C1=C(C(=NO1)C)NC(C[N+]1(CCC(CC1)(C)C)CC(=O)NC1=C(SC=C1C)C(=O)OC)=O 1-(2-((5-(methoxycarbonyl)-3-methylisoxazol-4-yl)amino)-2-oxoethyl)-1-(2-((2-(methoxycarbonyl)-4-methylthiophen-3-yl)amino)-2-oxoethyl)-4,4-dimethylpiperidin-1-ium